(2-{2-[1-(4-amino-phenyl)-1H-benzoimidazol-5-yloxy]-ethoxy}-ethyl)-carbamic acid tert-butyl ester C(C)(C)(C)OC(NCCOCCOC1=CC2=C(N(C=N2)C2=CC=C(C=C2)N)C=C1)=O